tert-butyl (S)-2-acetamido-6-diazo-5-oxohexanoate C(C)(=O)N[C@H](C(=O)OC(C)(C)C)CCC(C=[N+]=[N-])=O